diisopropoxy bis(ethyl acetoacetate) titanium titanium [Ti].[Ti].C(C)CC(CC(=O)OOC(C)C)=O.C(C)CC(CC(=O)OOC(C)C)=O